(R)-N-(1-(3-(1H-pyrrol-3-yl)phenyl)ethyl)-5-(azetidin-3-ylamino)-2-methylbenzamide N1C=C(C=C1)C=1C=C(C=CC1)[C@@H](C)NC(C1=C(C=CC(=C1)NC1CNC1)C)=O